O1CC(C1)N1CCC=2C=CC(=NC2C1)C(=O)OCC Ethyl 7-(oxetan-3-yl)-5,6,7,8-tetrahydro-1,7-naphthyridine-2-carboxylate